ClC1=CC=C(C=C1)C1(CC(C1)F)C1=NN=C(N1C1CCCCC1)C1CCCCC1 3-((1s,3s)-1-(4-chlorophenyl)-3-fluorocyclobutyl)-4,5-dicyclohexyl-4H-1,2,4-triazole